8-chloro-7-((7-fluoro-2-methyl-1H-benzo[d]imidazol-6-yl)oxy)-2-(1-(tetrahydro-2H-pyran-2-yl)-1H-pyrazol-4-yl)quinoxaline ClC=1C(=CC=C2N=CC(=NC12)C=1C=NN(C1)C1OCCCC1)OC=1C=CC2=C(NC(=N2)C)C1F